COC=1C=2N(N=C(C1)C=1C=C3C=CN(C(C3=CC1)=O)C1CCNCC1)C=C(N2)C 6-(8-methoxy-2-methyl-imidazo[1,2-b]pyridazin-6-yl)-2-(4-piperidyl)isoquinolin-1-one